Glycidyloxypropyltrimethoxysilan C(C1CO1)OCCC[Si](OC)(OC)OC